1,3,5-triamino-2,4-dinitrobenzene NC1=C(C(=C(C(=C1)N)[N+](=O)[O-])N)[N+](=O)[O-]